COC1=CC=C(CCN(C=2N=CC3=C(N2)N(C=C3)C)CC3=CC=C(C=C3)C#CC(=O)O)C=C1 3-(4-(((4-methoxyphenethyl)(7-methyl-7H-pyrrolo[2,3-d]pyrimidin-2-yl)amino)methyl)phenyl)propiolic acid